C(C1=CC=CC=C1)SC1=CC(=C(NC2=NC=C(C(=N2)N2C[C@H](CC2)C(C)(C)O)C(F)(F)F)C=C1)C 2-[(3S)-1-[2-(4-benzylsulfanyl-2-methyl-anilino)-5-(trifluoromethyl)pyrimidin-4-yl]pyrrolidin-3-yl]propan-2-ol